The molecule is a UDP-D-galactofuranose(2-) in which the anomeric centre of the galactofuranose moiety has alpha-configuration. It is a conjugate base of an UDP-alpha-D-galactofuranose. C1=CN(C(=O)NC1=O)[C@H]2[C@@H]([C@@H]([C@H](O2)COP(=O)([O-])OP(=O)([O-])O[C@@H]3[C@@H]([C@H]([C@@H](O3)[C@@H](CO)O)O)O)O)O